BrC1=CC=CC(=N1)C1=NC(=CC=C1)Br 6,6'-dibromo-2,2'-bipyridine